1-methyl-6,7-dihydro-1H-imidazo[4,5-c]pyridin CN1C=NC=2C=NCCC21